(1s,4s)-4-(3-chloro-4-(9-(5-chloro-2-methoxybenzyl)-6-(1-methylcyclopropoxy)-9H-purin-8-yl)phenoxy)cyclohexane-1-carboxylic acid ClC=1C=C(OC2CCC(CC2)C(=O)O)C=CC1C=1N(C2=NC=NC(=C2N1)OC1(CC1)C)CC1=C(C=CC(=C1)Cl)OC